FC1=C(OC=2N=CC(=NC2)NC([C@H](C)N2CC(N(CC2)C(=O)C2=NN(C3=C2N=CNC3=O)C)(C)C)=O)C=CC(=C1)F (S)-N-(5-(2,4-difluorophenoxy)pyrazin-2-yl)-2-(3,3-dimethyl-4-(1-methyl-7-oxo-6,7-dihydro-1H-pyrazolo[4,3-d]pyrimidine-3-carbonyl)piperazin-1-yl)propanamide